ClC1=C(C=CC(=C1)F)CCCC(=O)O 4-(2-chloro-4-fluorophenyl)butyric acid